N-(4-(Benzo[d][1,3]dioxol-5-ylamino)-2-(naphthalen-2-yl)quinazolin-6-yl)-3,4-dichlorobenzamide O1COC2=C1C=CC(=C2)NC2=NC(=NC1=CC=C(C=C21)NC(C2=CC(=C(C=C2)Cl)Cl)=O)C2=CC1=CC=CC=C1C=C2